(cis)-tert-Butyl 3,3-difluoro-4-((trans)-4-(methoxycarbonyl)cyclohexanecarbonyl)hexahydropyrrolo[3,2-b]pyrrole-1(2H)-carboxylate FC1([C@H]2[C@@H](N(C1)C(=O)OC(C)(C)C)CCN2C(=O)[C@@H]2CC[C@H](CC2)C(=O)OC)F